CC1=C(C(=C(C1([Hf]C1(C=CC2=CC=3CCCC3C=C12)C(C)CC)C)C)C)C pentamethylcyclopentadienyl(1-sec-butyl-1,5,6,7-tetrahydro-s-indacenyl)hafnium